OC=1C(=NC=CC1OC)C(=O)N[C@H](C(=O)OC(C(C)C1=C(C=CC=C1)C)C)C [1-methyl-2-(o-tolyl)propyl] (2S)-2-[(3-hydroxy-4-methoxy-pyridine-2-carbonyl)amino]propanoate